C1C(CC12CCNCC2)NC=2C=CC=1N(N2)C(=CN1)C=1C=CC2=C(C=C(O2)C(=O)O)C1 5-(6-((7-azaspiro[3.5]nonan-2-yl)amino)imidazo[1,2-b]pyridazin-3-yl)benzofuran-2-carboxylic acid